S1C(=CC=C1)C=1C=CC=2NC3=CC=C(C=C3C2C1)C=1SC=CC1 3,6-Dithienyl-carbazole